ClC1=C(C=CC=C1F)C1NCCNC1 2-(2-Chloro-3-fluorophenyl)piperazine